ClC=1C=C(CNCCCCOCCOC2=CC(=CC=3NN=NC32)C3=CN=NC=C3)C=CC1OC(F)(F)F N-(3-chloro-4-(trifluoromethoxy)benzyl)-4-(2-((6-(pyridazin-4-yl)-1H-benzo[d][1,2,3]triazol-4-yl)oxy)ethoxy)butan-1-amine